6-[[[2-(1,3-Benzodioxol-5-yl)-1-methyl-ethyl]-methyl-carbamoyl]oxymethoxy]-6-oxo-hexanoic acid O1COC2=C1C=CC(=C2)CC(C)N(C(=O)OCOC(CCCCC(=O)O)=O)C